Trifluoromethanesulfonylmethane FC(S(=O)(=O)C)(F)F